6-fluoro-N-(6-(4-isopropyl-4H-1,2,4-triazol-3-yl)pyridin-2-yl)-4,4-dimethyl-2-oxo-1,2,3,4-tetrahydroquinoline-7-carboxamide FC=1C=C2C(CC(NC2=CC1C(=O)NC1=NC(=CC=C1)C1=NN=CN1C(C)C)=O)(C)C